COC1=C(C=CC=C1)C1=CSC=2N=C3N(CCC4=C3NC3=CC=CC=C43)C(C21)=O 3-(2-methoxyphenyl)-6,7-dihydrothieno[2'',3'':4',5']pyrimido[1',2':1,2]pyrido[3,4-b]indol-4(12H)-one